C1(CCC1)CNC1=NC(=NC=C1C(=O)N)NC=1C=NN(C1)C 4-((cyclobutyl-methyl)amino)-2-((1-methyl-1H-pyrazol-4-yl)amino)pyrimidin-5-carboxamide